2-(3-(2-(6-amino-1H-benzo[d]imidazol-2-yl)-2-cyanovinyl)-2,5-dimethyl-1H-pyrrol-1-yl)-4,5-dimethylfuran-3-carbonitrile NC=1C=CC2=C(NC(=N2)C(=CC2=C(N(C(=C2)C)C=2OC(=C(C2C#N)C)C)C)C#N)C1